C(CCCCCCCCCCCCCCCCC)C=1NC2=CC=CC=C2C1 octadecylindole